1,1'-(2-(3-phenoxyphenyl)propane-1,3-diyl)bis(7-methoxy-4,9-dihydro-3H-pyrido[3,4-b]indole) O(C1=CC=CC=C1)C=1C=C(C=CC1)C(CC1=NCCC2=C1NC1=CC(=CC=C21)OC)CC2=NCCC1=C2NC2=CC(=CC=C12)OC